3,5-dimethyl-4-hydroxy-benzoic acid CC=1C=C(C(=O)O)C=C(C1O)C